CS(=O)(=O)N1CCC(CC1)NC1=NC=C(C(=N1)C1=CN=C(S1)C1=CC=C(C=C1)CO)C(F)(F)F [4-[5-[2-[(1-Methylsulfonylpiperidin-4-yl)amino]-5-(trifluoromethyl)-pyrimidin-4-yl]-1,3-thiazol-2-yl]phenyl]methanol